N-hydroxy-4-((3-(2-hydroxy-2-phenylethyl)-2,4-dioxo-3,4-dihydroquinazolin-1(2H)-yl)methyl)benzamide ONC(C1=CC=C(C=C1)CN1C(N(C(C2=CC=CC=C12)=O)CC(C1=CC=CC=C1)O)=O)=O